C(CCCCCCCCCCC)C[Si](CC)(C)C dodecyl-trimethyl-(ethyl)silane